3-{[(5'S,7a'R)-3'-oxo-5'-phenyltetrahydro-3'H-spiro[cyclobutane-1,2'-pyrrolo[2,1-b][1,3]oxazol]-3-yl]oxy}benzonitrile O=C1N2[C@H](OC13CC(C3)OC=3C=C(C#N)C=CC3)CC[C@H]2C2=CC=CC=C2